C(C)OC(C(C)(C)C=1SC=C(N1)Br)=O 2-(4-bromothiazol-2-yl)-2-methylpropanoic acid ethyl ester